(+)-(2S,4E)-3,3-dimethyl-5-[(1S)-2,2,3-trimethyl-3-cyclopenten-1-yl]-4-penten-2-ol CC([C@H](C)O)(\C=C\[C@H]1C(C(=CC1)C)(C)C)C